CC(COCC(C)C)(C(C(C)C)OCC(C)C)C 2,2,4-trimethyl-1,3-bis(2-methylpropyloxy)pentane